3-amino-N,N-diethyl-4-methoxyl-benzenesulfonamide NC=1C=C(C=CC1OC)S(=O)(=O)N(CC)CC